5-Bromo-2-fluoro-3-methoxybenzonitrile BrC=1C=C(C(=C(C#N)C1)F)OC